COC=1C=C(CN(C2=CC(=NC=C2)CN2CCN(CC2)C)CC2=CC(=CC=C2)N2CCOCC2)C=CC1 N-(3-methoxybenzyl)-2-((4-methylpiperazin-1-yl)methyl)-N-(3-morpholinobenzyl)pyridin-4-amine